C(C)(C)(C)OC(=O)N1[C@@H](CCC1)C=1C=C(C=C2CCN(CC12)C(=O)C=1C(=NN(C1)C)C(F)(F)F)C=1C=C2C(=NC1)NC=C2C (S)-2-[6-(3-methyl-1H-pyrrolo[2,3-b]pyridin-5-yl)-2-[1-methyl-3-(trifluoromethyl)pyrazole-4-carbonyl]-3,4-dihydro-1H-isoquinolin-8-yl]pyrrolidine-1-carboxylic acid tert-butyl ester